CN1N=CC(=C1)C1=CC2=C(SC=C2C(=O)N2CCC(CC2)OC2=CC=CC=C2)C=C1 (5-(1-Methyl-1H-pyrazol-4-yl)benzo[b]thiophen-3-yl)(4-phenoxypiperidin-1-yl)methanone